C(\C=C\C(=O)O)(=O)O.C(C(C)(C)C)(=O)OCOP(=O)(OC1=CC=CC=C1)CO[C@@H](CN1C2=NC=NC(=C2N=C1)N)C 1-((((((R)-1-(6-amino-9H-purin-9-yl)propan-2-yl)oxy)methyl)(phenoxy) phosphoryl)oxy)methyl pivalate fumarate